6-(4-chlorophenyl)-8-isobutyl-2-(methylthio)pyrido[2,3-d]pyrimidin ClC1=CC=C(C=C1)C1=CC2=C(N=C(N=C2)SC)N(C1)CC(C)C